C([2H])([2H])([2H])N(C=1C2=C(N=CN1)NC=C2)C2N(CC21CCC1)C(=O)C1=CC=CC=C1C#N 6-[[(methyl-d3)-(7H-pyrrolo[2,3-d]pyrimidin-4-yl)-amino]-2-aza-spiro[3.3]heptane-2-carbonyl]-benzonitrile